1-(4-(2-benzothiazolyl)phenyl)-5-(2-fluorophenyl)-1,4-pentadien-3-one S1C(=NC2=C1C=CC=C2)C2=CC=C(C=C2)C=CC(C=CC2=C(C=CC=C2)F)=O